1,3-Bis(tert-butylamino)-disiloxane C(C)(C)(C)N[SiH2]O[SiH2]NC(C)(C)C